2-(p-methylphenyl)succinic acid CC1=CC=C(C=C1)C(C(=O)O)CC(=O)O